NCC(CN1CCC(CC1)C1=CC=C(C=C1)NC1=NC(=CN=C1C(N)=O)N1CCCCC1)C1CC2(CN(C2)C(=O)OC(C)(C)C)C1 tert-butyl 6-(1-amino-3-(4-(4-((3-carbamoyl-6-(piperidin-1-yl)pyrazin-2-yl)amino) phenyl)piperidin-1-yl)propan-2-yl)-2-azaspiro[3.3]heptane-2-carboxylate